BrC1=C(C(=C(C=C1)Cl)N)N 3-bromo-6-chloro-benzene-1,2-diamine